N1=NC(=NN=C1)C1=CC=C(CC2=C(C(=O)N)C=CC(=N2)F)C=C1 (4-(1,2,4,5-tetrazin-3-yl)benzyl)-6-fluoronicotinamide